2-((S)-1-acryloyl-4-((S)-2'-(((S)-1-methylpyrrolidin-2-yl)methoxy)-2,3,5',8'-tetrahydro-6'H-spiro[indene-1,7'-quinazolin]-4'-yl)piperazin-2-yl)acetonitrile C(C=C)(=O)N1[C@H](CN(CC1)C1=NC(=NC=2C[C@@]3(CCC12)CCC1=CC=CC=C13)OC[C@H]1N(CCC1)C)CC#N